3-(((R)-7-((2S,4R)-4-Amino-2-(3,5-difluorophenyl)piperidine-1-carbonyl)-7-azaspiro[4.5]decan-10-yl)methyl)-6-fluoroquinazolin-4(3H)-one hydrochloride Cl.N[C@H]1C[C@H](N(CC1)C(=O)N1CC2(CCCC2)[C@@H](CC1)CN1C=NC2=CC=C(C=C2C1=O)F)C1=CC(=CC(=C1)F)F